2-(2,6-Dimethyl-4-((3-methyl-5-oxo-4-(4-(trifluoromethyl)phenyl)-4,5-dihydro-1H-1,2,4-triazol-1-yl)methyl)phenoxy)-2-methylpropanoic acid ethyl ester C(C)OC(C(C)(C)OC1=C(C=C(C=C1C)CN1N=C(N(C1=O)C1=CC=C(C=C1)C(F)(F)F)C)C)=O